CON(C(=O)[C@@H]1N(CC(C1)(C)C)C(=O)OC(C)(C)C)C tert-Butyl (R)-2-(methoxy(methyl)carbamoyl)-4,4-dimethylpyrrolidine-1-carboxylate